CC=1C(=C(C(=CC1)C)C)CCCCCCCCCCCC methyldodecylxylene